O=C1N[C@H]2[C@@H](N1)CS[C@H]2CCCCC(=O)N 5-((3aS,4S,6aR)-2-oxo-hexahydro-1H-thieno[3,4-d]imidazol-4-yl)pentanamide